3-(5-(3,5-difluoro-4-((3-(methoxymethyl)azetidin-1-yl)methyl)pyridin-2-yl)-4-fluoro-1-oxoisoindolin-2-yl)piperidine-2,6-dione FC=1C(=NC=C(C1CN1CC(C1)COC)F)C=1C(=C2CN(C(C2=CC1)=O)C1C(NC(CC1)=O)=O)F